[(2R/S)-2-(aminomethyl)pyrrolidin-1-yl][8-methyl-2-(pyridin-2-ylmethyl)-4,5-dihydro-2H-furo[2,3-g]indazol-7-yl]methanone NC[C@@H]1N(CCC1)C(=O)C1=C(C2=C(CCC3=CN(N=C23)CC2=NC=CC=C2)O1)C |r|